isocyanato methacrylate C(C(=C)C)(=O)ON=C=O